piperidin-2-ylium chloride hydrochloride Cl.[Cl-].N1[CH+]CCCC1